methyl 6-chloro-5-methoxy-2,3-dihydro-1H-indene-4-carboxylate ClC=1C(=C(C=2CCCC2C1)C(=O)OC)OC